1-isopropyl-3-methyl-N-(7-methylimidazo[1,2-a]pyridin-6-yl)-1H-pyrazolo[3,4-d]pyrimidin-6-amine C(C)(C)N1N=C(C=2C1=NC(=NC2)NC=2C(=CC=1N(C2)C=CN1)C)C